FC1=C(C=CC=C1)S(=O)(=O)NC=1SC=CN1 2-fluoro-N-(thiazol-2-yl)benzenesulfonamide